3-(8-oxa-3-azabicyclo[3.2.1]oct-3-yl)propan-1-amine C12CN(CC(CC1)O2)CCCN